N1C(=NCC1)NC=1C=C(C=CC1F)NC(C1=C(C=CC(=C1)C(F)(F)F)OC1=C(C=C(C=C1)F)C)=O N-(3-((4,5-dihydro-1H-imidazol-2-yl)amino)-4-fluorophenyl)-2-(4-fluoro-2-methylphenoxy)-5-(trifluoromethyl)benzamide